C(C)S(=O)(=O)N1CC(C1)O 1-(ethyl-sulfonyl)azetidin-3-ol